N-{3-sulfamoyl-4-[5-(trifluoromethyl)pyridin-3-yl]phenyl}-2-[2-(trifluoromethoxy)phenyl]acetamide S(N)(=O)(=O)C=1C=C(C=CC1C=1C=NC=C(C1)C(F)(F)F)NC(CC1=C(C=CC=C1)OC(F)(F)F)=O